3,4,5-tris(p-dodecyloxybenzyloxy-m-methoxybenzyloxy)benzoic acid C(CCCCCCCCCCC)OC1=C(C=C(C(OC=2C=C(C(=O)O)C=C(C2OC(C2=CC(=C(C=C2)OCCCCCCCCCCCC)OC)OCC2=CC=CC=C2)OC(C2=CC(=C(C=C2)OCCCCCCCCCCCC)OC)OCC2=CC=CC=C2)OCC2=CC=CC=C2)C=C1)OC